CN1C2CN(C(C1)CC2)C2=CC=CC=1N(C=NC12)C(=O)NCC#CC(C)C 4-(5-Methyl-2,5-diazabicyclo[2.2.2]octan-2-yl)-N-(4-methylpent-2-ynyl)-1H-benzo[d]imidazole-1-carboxamide